Isodecyl Glutarate (3,7-dimethyloctan-3-yl glutarate) CC(CC)(CCCC(C)C)C(C(=O)O)CCC(=O)O.C(CCCC(=O)O)(=O)OCCCCCCCC(C)C